O=C1N(C(C=C1)=O)CCC(=O)N[C@H](C(=O)N[C@H](C(=O)NC1=CC=C(C=C1)COC(=O)N(CC(=O)O)C)C)C(C)C 2-[[4-[[(2S)-2-[[(2S)-2-[3-(2,5-dioxopyrrol-1-yl)propanoylamino]-3-methyl-butanoyl]amino]propanoyl]amino]phenyl]methoxycarbonyl-methyl-amino]acetic acid